1-palmitoyl-2-(5'-oxo-pentanoyl)-sn-glycero-3-phosphorylcholine C(CCCCCCCCCCCCCCC)(=O)OC[C@@H](OC(CCCC=O)=O)COP(=O)(O)OCC[N+](C)(C)C